(R)-3-(4-amino-3-iodo-1H-pyrazolo[3,4-d]pyrimidin-1-yl)pyrrolidine-1-carboxylic acid tert-butyl ester C(C)(C)(C)OC(=O)N1C[C@@H](CC1)N1N=C(C=2C1=NC=NC2N)I